C(CC[C@@H](C)[C@H]1CC[C@H]2[C@@H]3CCC4CCCC[C@]4(C)[C@H]3C=C[C@]12C)(=O)O Chol-11-Enic Acid